(2-(1-(3-hydroxypropyl)-2,3-dihydro-1H-pyrrolo[1,2,3-de]quinoxalin-5-yl)-1,7-dimethoxy-1H-benzo[d]imidazol-5-yl)methanone OCCCN1CCN2C=3C(=CC=CC13)C=C2C2=NC1=C(N2OC)C(=CC(=C1)C=O)OC